heptadecenylamine C(=CCCCCCCCCCCCCCCC)N